Manganous sulfide [S-2].[Mn+2]